BrC1=CC(=CC(=N1)N1CC(C1)O)OC 1-(6-bromo-4-methoxypyridin-2-yl)-3-hydroxyazetidine